1-methyl-5-(1-(1-phenylethyl)-1H-pyrazol-4-yl)pyridin-2(1H)-one CN1C(C=CC(=C1)C=1C=NN(C1)C(C)C1=CC=CC=C1)=O